di(2-methyl-1-phenyl-2-propyl)peroxide CC(CC1=CC=CC=C1)(C)OOC(CC1=CC=CC=C1)(C)C